ClC1=NC=C(C(=C1)C)C1(CC1)NN 2-chloro-5-(1-hydrazinocyclopropyl)-4-methylpyridine